NC=1SC(=CN1)C(=O)NC1=C(C=C(C(=C1)C(NC1=NC=C(C=C1)C(F)F)=O)F)Cl 2-Amino-N-[2-chloro-5-[[5-(difluoromethyl)pyridin-2-yl]carbamoyl]-4-fluorophenyl]-1,3-thiazole-5-carboxamide